2-[6-[3-(trifluoromethyl)azetidin-1-yl]-2-azaspiro[3.3]heptane-2-carbonyl]-7-oxa-2,5-diazaspiro[3.4]octan-6-one FC(C1CN(C1)C1CC2(CN(C2)C(=O)N2CC3(C2)NC(OC3)=O)C1)(F)F